3a-(iodomethyl)-5-(2-methylbut-2,3-dien-1-yl)-2-(2-(phenylsulfonyl)ethyl)hexahydro-2H-furo[3,2-b]Pyran ICC12OC(CCC1OC(C2)CCS(=O)(=O)C2=CC=CC=C2)CC(=C=C)C